2-(4-(3-((4-ethynylphenyl)amino)-3-oxopropyl)phenoxy)-2-methylpropanoic acid C(#C)C1=CC=C(C=C1)NC(CCC1=CC=C(OC(C(=O)O)(C)C)C=C1)=O